The molecule is a dicarboximide of bicyclo[2.2.2]octene, in which the nitrogen is substituted by a 4-acetamidophenyl group and one bridgehead is substituted by a 1-(carboxymethoxy)carboxamido group. It has a role as a hapten. It is a carbamate ester, a dicarboximide, a bridged compound and a member of acetamides. CC(=O)NC1=CC=C(C=C1)N2C(=O)C3C4CCC(C3C2=O)(CC4)NC(=O)OCC(=O)O